N-[4-[(E)-3-[4-(4-Hydroxypiperidin-1-yl)phenyl]-3-oxoprop-1-enyl]phenyl]acetamide OC1CCN(CC1)C1=CC=C(C=C1)C(/C=C/C1=CC=C(C=C1)NC(C)=O)=O